[Si](C)(C)(C(C)(C)C)O[C@H]1[C@@H](C1)N1C(C2=CC=CC=C2C1=O)=O 2-((1R,2R)-2-((tert-butyldimethylsilyl)oxy)cyclopropyl)isoindoline-1,3-dione